C(C1=CC=CC=C1)NC1=C(C=C(C=C1)S(=O)(=O)N)Br 4-(benzylamino)-3-bromo-benzenesulfonamide